trans-2-butylene oxide C[C@H]1[C@@H](O1)C